3-(4-fluorophenyl)-1-(4-pyridyl)propan-1-one FC1=CC=C(C=C1)CCC(=O)C1=CC=NC=C1